(2-(4-methoxyphenyl)-3-methyl-2,3-dihydrobenzo[b][1,4]dioxin-6-yl)methylamine COC1=CC=C(C=C1)C1C(OC2=C(O1)C=CC(=C2)CN)C